methyl (3s)-3-amino-3-[4-(4-methylthiazolyl)phenyl]propanoate hydrochloride Cl.N[C@@H](CC(=O)OC)C1=CC=C(C=C1)C=1SC=C(N1)C